2-[2-[(4-fluorophenoxy)methyl]imidazo[1,2-a]pyrimidin-6-yl]phenol FC1=CC=C(OCC=2N=C3N(C=C(C=N3)C3=C(C=CC=C3)O)C2)C=C1